C(CCCCC)=NO caproaldoxime